N1=CC=C(C=C1)SSC1=CC=NC=C1 4,4'-Dithiodipyridine